4-(2-(3-(3-chloro-2-fluoro-6-(1H-tetrazol-1-yl)phenyl)acryloyl)-5-(2-methoxy-N-methylacetamido)-1,2,3,4-tetrahydroisoquinoline-1-carboxamido)benzoic acid ClC=1C(=C(C(=CC1)N1N=NN=C1)C=CC(=O)N1C(C2=CC=CC(=C2CC1)N(C(COC)=O)C)C(=O)NC1=CC=C(C(=O)O)C=C1)F